ClC=1C=C(C=C(C1)Cl)C1(CC(=NO1)C1=CC=C(C2=CC=CC=C12)N(C=O)C=NOC)C(F)(F)F 4-(5-(3,5-dichlorophenyl)-5-(trifluoromethyl)-4,5-dihydroisoxazol-3-yl)-N-((methoxylimino)methyl)-1-naphthyl-formamide